4-methyl-3-{3-methyl-5-[4-(trifluoromethyl)-phenoxy]phenyl}-1-(4-methylbenzenesulfonyl)-1H,4H,5H-pyrazolo[4,3-b]pyridin-5-one CN1C2=C(C=CC1=O)N(N=C2C2=CC(=CC(=C2)OC2=CC=C(C=C2)C(F)(F)F)C)S(=O)(=O)C2=CC=C(C=C2)C